butyl 2-cyclopropyl-6-(4-(perfluoroethoxy)phenoxy)isonicotinate C1(CC1)C=1C=C(C(=O)OCCCC)C=C(N1)OC1=CC=C(C=C1)OC(C(F)(F)F)(F)F